C(C)OCCC(=O)OCC ethyl 3-ethoxypropanoate